8-[1-(2,2-difluoroethyl)-1H-pyrazolo[3,4-d]pyrimidin-6-yl]-2-[4-(trifluoromethyl)pyrimidin-2-yl]-2,8-diazaspiro[4.5]decan-1-one FC(CN1N=CC=2C1=NC(=NC2)N2CCC1(CCN(C1=O)C1=NC=CC(=N1)C(F)(F)F)CC2)F